5-amino-4,5,6,7-tetrahydrobenzimidazole dihydrochloride Cl.Cl.NC1CC2=C(N=CN2)CC1